ClC1=C(C=C(C=C1)Cl)N1CCN(CC1)CC=1C=C2CN(C(C2=CC1)=O)N1C(NC(CC1)=O)=O 1-(5-((4-(2,5-dichlorophenyl)piperazin-1-yl)methyl)-1-oxoisoindolin-2-yl)dihydropyrimidine-2,4(1H,3H)-dione